3-fluoro-4-[(5-fluoro-1H-pyrrolo[2,3-b]pyridin-4-yl)oxy]aniline FC=1C=C(N)C=CC1OC1=C2C(=NC=C1F)NC=C2